OCCCC#CC=1C(=NC=CN1)C(=O)OC(C)(C)C tert-butyl 3-(5-hydroxypent-1-yn-1-yl)pyrazine-2-carboxylate